C(C)OC(=O)C1=CN=C(S1)Br.N1(CCC1)CC(C(=O)NC(C)(C)C1=C(C=CC=C1)Cl)C 3-(azetidin-1-yl)-N-(2-(2-chlorophenyl)propan-2-yl)-2-methyl-propanamide ethyl-2-bromo-1,3-thiazole-5-carboxylate